ClCC1=NC=CN=C1 2-(chloromethyl)pyrazine